N-(4-(4-amino-2,7-dimethyl-7H-pyrrolo[2,3-d]pyrimidin-5-yl)-3-(trifluoromethyl)phenyl)-2-(3-fluorophenyl)-2-hydroxyacetamide NC=1C2=C(N=C(N1)C)N(C=C2C2=C(C=C(C=C2)NC(C(O)C2=CC(=CC=C2)F)=O)C(F)(F)F)C